Cl.C(C)(=O)OC1=CC=2CN(CCC2S1)[C@@H](C(=O)C1CC1)C1=C(C=CC=C1)F |r| 5-[(1RS)-2-Cyclopropyl-1-(2-fluorophenyl)-2-oxoethyl]-4,5,6,7-tetrahydrothieno[3,2-c]pyridin-2-yl acetate monohydrochloride